9-(2-bromophenyl)-2-(phenyl-d5)-9H-carbazole BrC1=C(C=CC=C1)N1C2=CC=CC=C2C=2C=CC(=CC12)C1=C(C(=C(C(=C1[2H])[2H])[2H])[2H])[2H]